7,9-difluoro-8-(6-fluoro-2-methyl-1H-indol-4-yl)-1,4,4-trimethyl-4,5-dihydro-[1,2,4]triazolo[4,3-a]quinoxaline FC=1C=C2NC(C=3N(C2=C(C1C1=C2C=C(NC2=CC(=C1)F)C)F)C(=NN3)C)(C)C